CC1=C(C=CC=C1)C=CC(=O)O 3-(2-methylphenyl)-2-propenoic acid